ClC=1C(=NC=C(C1)COS(=O)(=O)C)N1CCN(CC1)C(=O)OC(C)(C)C tert-butyl 4-[3-chloro-5-(methylsulfonyloxymethyl)-2-pyridyl]piperazine-1-carboxylate